FC1(CCC(CC1)CN1N=C(C(=C1C(=O)NC1=CC(=CC=C1)S(N)(=O)=O)C)C)F 2-[(4,4-difluorocyclohexyl)methyl]-4,5-dimethyl-N-(3-sulfamoylphenyl)pyrazole-3-carboxamide